(Z)-N'-(5-methoxypyrimidin-2-yl)-N'-methyl-4-(1,4,4,4-tetrafluoro-3-(3,4,5-trichlorophenyl)but-1-en-1-yl)-2-(trifluoromethyl)benzoyl-hydrazine COC=1C=NC(=NC1)N(NC(C1=C(C=C(C=C1)/C(=C/C(C(F)(F)F)C1=CC(=C(C(=C1)Cl)Cl)Cl)/F)C(F)(F)F)=O)C